(R)-6-(5-(((2-(6-fluoro-4-methyl-3-oxo-3,4-dihydroquinoxalin-5-yl)ethyl)amino)methyl)-2-oxooxazolidin-3-yl)-2H-pyrido[3,2-b][1,4]oxazin-3(4H)-one FC=1C(=C2N(C(C=NC2=CC1)=O)C)CCNC[C@@H]1CN(C(O1)=O)C=1C=CC=2OCC(NC2N1)=O